C[C@@H]1C[C@H]2[C@@H](C[C@H]3[C@H](O2)[C@H]([C@@H]([C@]4([C@H](O3)[C@H]([C@@H]([C@]5(O4)CCCO5)C)C)O)O)C)O[C@H]6COC(O[C@@H]6C1)CC(=O)O The molecule is a polycyclic ether comprising a linear sequence of sequence of five trans-fused oxacycles and one spiro-fused tetrahydrofuran ring. It has a role as a hapten. It is a polycyclic ether and a cyclic acetal.